1-methyl-3-(4-{[2-methyl-6-(trifluoromethyl)phenyl]methoxy}phenyl)imidazolidine-2,4-dione CN1C(N(C(C1)=O)C1=CC=C(C=C1)OCC1=C(C=CC=C1C(F)(F)F)C)=O